FC=1C(=C(C=CC1F)[C@H]1[C@@H](O[C@@]([C@@H]1C)(C(F)(F)F)C)C(=O)NC1=CC(=NC=C1)C(=O)N)C 4-((2R,3S,4R,5S)-3-(3,4-difluoro-2-methylphenyl)-4,5-dimethyl-5-(trifluoromethyl)tetrahydrofuran-2-carboxamido)picolinamide